isopropyl (S)-6-diazo-2-((S)-2-isopropoxypentanamido)-5-oxohexanoate [N+](=[N-])=CC(CC[C@@H](C(=O)OC(C)C)NC([C@H](CCC)OC(C)C)=O)=O